2-(methylamino)thiazole-4-carboxylic acid CNC=1SC=C(N1)C(=O)O